C(OCC=C)(OCCOCCOC(OCC=C)=O)=O diallyl (oxybis(ethane-2,1-diyl)) dicarbonate